(R)-1-(1-(6'-cyano-2',3',4',5'-tetrahydro-[1,1'-biphenyl]-4-yl)-2-hydroxyethyl)-3-(2-ethynylthiazol-4-yl)urea C(#N)C=1CCCCC1C1=CC=C(C=C1)[C@H](CO)NC(=O)NC=1N=C(SC1)C#C